5-(furan-3-yl)-2-methyl-3-nitropyridine O1C=C(C=C1)C=1C=C(C(=NC1)C)[N+](=O)[O-]